[C@H]12N(C[C@H](NC1)C2)C=2C=C1CN(C(C1=CC2)=O)N2C(NC(CC2)=O)=O 1-(5-((1R,4R)-2,5-diazabicyclo[2.2.1]heptane-2-yl)-1-oxoisoindolin-2-yl)dihydropyrimidine-2,4(1H,3H)-dione